4-(5-amino-2-(2,6-difluorobenzyl)-7-(oxazol-2-yl)-[1,2,4]triazolo[1,5-c]pyrimidin-8-yl)-6-methylpicolinonitrile NC1=NC(=C(C=2N1N=C(N2)CC2=C(C=CC=C2F)F)C2=CC(=NC(=C2)C)C#N)C=2OC=CN2